2-[6-(3-methyl-3,8-diazabicyclo[3.2.1]oct-8-yl)imidazo[1,2-a]pyrimidin-2-yl]phenol CN1CC2CCC(C1)N2C=2C=NC=1N(C2)C=C(N1)C1=C(C=CC=C1)O